4,6-dimethyl-N-[(1S,2S,3S,5R)-2,6,6-trimethylnorpinan-3-yl]-1H-pyrrolo[2,3-b]pyridine-2-carboxamide CC1=C2C(=NC(=C1)C)NC(=C2)C(=O)N[C@@H]2[C@H]([C@H]1C([C@@H](C2)C1)(C)C)C